silicon-magnesium-copper [Cu].[Mg].[Si]